C(C)(C)(C)NS(=O)(=O)C1=CC(=CC=C1)NC1=NC(=NC=C1C)NC=1N=NC(=CC1)N1CCN(CC1)CC1=CC=C(C=C1)N1C(NC(CC1)=O)=O N-(tert-butyl)-3-((2-((6-(4-(4-(2,4-dioxotetrahydropyrimidin-1(2H)-yl)benzyl)piperazin-1-yl)pyridazin-3-yl)amino)-5-methylpyrimidin-4-yl)amino)benzenesulfonamide